ClC1=CC(=NC=C1)C1(COCC1)OC 4-chloro-2-(3-methoxytetrahydrofuran-3-yl)pyridine